ClC1=C(C=CC=C1F)C1CCN(CC1)C(=O)C1=NNC=2CN(CCC21)C(=O)OC methyl 3-(4-(2-chloro-3-fluorophenyl)piperidine-1-carbonyl)-4,5-dihydro-1H-pyrazolo[3,4-c]pyridine-6(7H)-carboxylate